C(C)(C)N1N=C(C2=NC(=CC(=C21)NCC=2C=NN(C2)C)C2=NN=CN2C)C 1-isopropyl-3-methyl-N-[(1-methylpyrazol-4-yl)methyl]-5-(4-methyl-1,2,4-triazol-3-yl)pyrazolo[4,3-b]pyridin-7-amine